FC1(CNC(N(C1)CC1=CC=2N(N=C1)C=C(N2)[C@@H](NC(=O)C2=NON=C2OCC(F)F)C2CCC(CC2)(F)F)=O)F (S)-N-((7-((5,5-Difluoro-2-oxotetrahydropyrimidin-1(2H)-yl)methyl)imidazo[1,2-b]pyridazin-2-yl)(4,4-difluorocyclohexyl)methyl)-4-(2,2-difluoroethoxy)-1,2,5-oxadiazole-3-carboxamide